C1=CC=CCCCC1 5-cis-cyclooctadiene